ClC=1C=C(OC[C@@H](CO)CCO)C=CC1 (R)-2-((3-chlorophenoxy)methyl)butane-1,4-diol